O=C1NC(CCC1N1C(C2=CC=3CN(CC3C=C2C1=O)CC(=O)N1CC2(C1)CCN(CC2)C2=CC=C(C=C2)C(=C(CC)C2=CC=CC=C2)C2=CC=C(C=C2)O)=O)=O 2-(2,6-dioxopiperidin-3-yl)-6-(2-(7-(4-(1-(4-hydroxyphenyl)-2-phenylbut-1-en-1-yl)phenyl)-2,7-diazaspiro[3.5]nonan-2-yl)-2-oxoethyl)-6,7-dihydropyrrolo[3,4-f]isoindole-1,3(2H,5H)-dione